4-(1-((4-methyl-4H-1,2,4-triazol-3-yl)thio)ethyl)pyridin-2-amine HCl salt Cl.CN1C(=NN=C1)SC(C)C1=CC(=NC=C1)N